C(C1=CC=CC=C1)N(C(C#CC1=CC=CC=C1)=O)C1=NOC(=N1)C1=CC=C(C=C1)Br N-benzyl-N-(5-(4-bromophenyl)-1,2,4-oxadiazol-3-yl)-3-phenylpropiolamide